COC=1C(=CC=2N(C1)N=CC2)NC(=O)N2CCC=1C2=NC=CC1N1C[C@@H](N(CC1)C(=O)OC(C)(C)C)C tert-butyl (S)-4-(1-((6-methoxypyrazolo[1,5-a]pyridin-5-yl)carbamoyl)-2,3-dihydro-1H-pyrrolo[2,3-b]pyridin-4-yl)-2-methylpiperazine-1-carboxylate